2-(2,6-dioxopiperidin-3-yl)-5-(3-(3-(4-((1r,3r)-3-((5-(5-methyl-5H-pyrido[4,3-b]indol-7-yl)pyridin-2-yl)oxy)cyclobutoxy)piperidin-1-yl)phenyl)propoxy)isoindoline-1,3-dione O=C1NC(CCC1N1C(C2=CC=C(C=C2C1=O)OCCCC1=CC(=CC=C1)N1CCC(CC1)OC1CC(C1)OC1=NC=C(C=C1)C=1C=CC=2C3=C(N(C2C1)C)C=CN=C3)=O)=O